trichloroAcetic anhydride ClC(C(=O)OC(C(Cl)(Cl)Cl)=O)(Cl)Cl